BrC1=C(N=CS1)C 5-bromo-4-methyl-thiazole